FC1=C(C=C(C(=C1)C)C1=NN(C=N1)C)NC(=O)N1C2CC(CC1C2)C cis-N-(2-fluoro-4-methyl-5-(1-methyl-1H-1,2,4-triazol-3-yl)phenyl)-3-methyl-6-azabicyclo[3.1.1]heptane-6-carboxamide